BrC1=CN=C2N1N=CC(=C2)CN 1-{3-bromoimidazo[1,2-b]pyridazin-7-yl}methanamine